methyl ((2,6-dioxo-4-phenylcyclohexylidene) methyl)glycinate O=C1C(C(CC(C1)C1=CC=CC=C1)=O)=CNCC(=O)OC